N,N-dimethyl-(2-hydroxyethyl)ammonium octanoate C(CCCCCCC)(=O)[O-].C[NH+](C)CCO